FC1(CCC2=C1N=C(N=C2C=2C=C1CCC3(NC(OC3)=O)C1=CC2)N2[C@H]([C@](C2)(C)O)C)F 5-(7,7-difluoro-2-((2S,3R)-3-hydroxy-2,3-dimethylazetidin-1-yl)-6,7-dihydro-5H-cyclopenta[d]pyrimidin-4-yl)-2,3-dihydrospiro[indene-1,4'-oxazolidin]-2'-one